C(C)(CC)OC1=CC=2C(=NN(N2)C2=C(C(=CC(=C2)C(C)(C)C)C(C)(C)C)O)C=C1 2-(5-sec-butyloxy-2H-benzotriazole-2-yl)-4,6-di-tert-butyl-phenol